F[C@@H]1CN(C[C@@H]1NC(=O)[C@H]1CN(C[C@H](O1)C)C1=C2C=CC=NC2=C(C=C1)C(F)(F)F)C(=O)OC(C)(C)C cis-tert-butyl 3-fluoro-4-[[(2R,6R)-6-methyl-4-[8-(trifluoromethyl)-5-quinolyl]morpholine-2-carbonyl]amino]pyrrolidine-1-carboxylate